ONC(\C=C\C1=C(C=CC=C1)N1CCN(CC1)C(CSC)=O)=O (E)-N-hydroxy-3-(2-(4-(2-(methylthio)acetyl)piperazin-1-yl)phenyl)acrylamide